4-Amino-N-(1-((4-methoxyphenyl)amino)-6-methylisoquinolin-5-yl)quinazoline-8-carboxamide NC1=NC=NC2=C(C=CC=C12)C(=O)NC1=C2C=CN=C(C2=CC=C1C)NC1=CC=C(C=C1)OC